N-[(2S)-1-Amino-3-hydroxy-1-oxopropan-2-yl]-5-(1-methyl-1H-pyrazol-3-yl)-6-[4-(trifluoromethyl)phenoxy]pyridine-3-carboxamide NC([C@H](CO)NC(=O)C=1C=NC(=C(C1)C1=NN(C=C1)C)OC1=CC=C(C=C1)C(F)(F)F)=O